4-(benzyloxy)-2-bromobutanal C(C1=CC=CC=C1)OCCC(C=O)Br